(2S)-1-((3-(heptylsulfanyl)adamantan-1-yl)glycyl)pyrrolidine-2-carbonitrile C(CCCCCC)SC12CC3(CC(CC(C1)C3)C2)NCC(=O)N2[C@@H](CCC2)C#N